Cl.Cl.N[C@H]1CN(CC1)C1=NC(=NC2=C1OC[C@H](N2)[C@H](C)OC)N (S)-4-((R)-3-Aminopyrrolidin-1-yl)-7-((S)-1-methoxyethyl)-7,8-dihydro-6H-pyrimido[5,4-b][1,4]oxazin-2-amine dihydrochloride salt